5-(4-chloro-2-fluoro-phenyl)-7-(3,4-dihydro-2,6-naphthyridin-2(1H)-yl)-2,3-dimethyl-pyrido[4,3-d]pyrimidin-4(3H)-one ClC1=CC(=C(C=C1)C1=NC(=CC=2N=C(N(C(C21)=O)C)C)N2CC1=CC=NC=C1CC2)F